N1C=CC=2C1=NC(=CC2)C#N 1H-pyrrolo[2,3-b]Pyridine-6-carbonitrile